C1(CC1)S(=O)(=O)N1N=CC(=C1)C1=NC=CC(=N1)C1(NC=C(C(=C1)NC1CCC(CC1)F)C1=NC=C(N=C1)OC1CCOCC1)N 2-(2-(1-(Cyclopropylsulfonyl)-1H-pyrazol-4-yl)pyrimidin-4-yl)-N4-((1s,4s)-4-fluorocyclohexyl)-5-(5-((tetrahydro-2H-pyran-4-yl)oxy)pyrazin-2-yl)pyridine-2,4-diamine